(2S,4r)-1-[(2S)-2-(4-cyclopropyl-triazol-1-yl)-3,3-dimethyl-butyryl]-N-[1-[4-(difluoromethyl)-6-methyl-pyrimidin-2-yl]cyclopentyl]-4-hydroxy-pyrrolidine-2-carboxamide C1(CC1)C=1N=NN(C1)[C@H](C(=O)N1[C@@H](C[C@H](C1)O)C(=O)NC1(CCCC1)C1=NC(=CC(=N1)C(F)F)C)C(C)(C)C